COC(C1CCN(CC1)C1=NC(=NC=C1C(=O)OCC)SC)OC Ethyl 4-(4-(dimethoxymethyl)piperidin-1-yl)-2-(methylthio)pyrimidine-5-carboxylate